C12CN(CC2C1)C1=C(C#N)C=C(C(=C1)C)CO 2-{3-azabicyclo[3.1.0]hex-3-yl}-5-(hydroxymethyl)-4-methylbenzonitrile